O=C1OCC=2C=C3C(=CC12)OCC1(O3)CN(C1)C(=O)OC(C)(C)C tert-butyl 6'-oxo-6',8'-dihydro-3'H-spiro[azetidine-3,2'-[1,4]dioxino[2,3-f]isobenzofuran]-1-carboxylate